tert-butyl 4-((4-bromophenyl)sulfonyl)piperidine-1-carboxylate BrC1=CC=C(C=C1)S(=O)(=O)C1CCN(CC1)C(=O)OC(C)(C)C